ClS(=O)(=O)C=1C=C(C(=O)O)C=CC1OC(F)(F)F 3-(chlorosulfonyl)-4-(trifluoromethoxy)benzoic acid